[(2S,5R)-7-oxo-2-(piperidin-4-ylcarbamoyl)-1,6-diazabicyclo[3.2.1]octan-6-yl] hydrogen sulfate S(=O)(=O)(ON1[C@@H]2CC[C@H](N(C1=O)C2)C(NC2CCNCC2)=O)O